FC(C=1C=C(C(=O)OC)C=CC1C=C)(F)F methyl 3-(trifluoromethyl)-4-vinyl-benzoate